ClC1=C(C=CC(=C1Cl)S(N[C@H](C(F)(F)F)C)(=O)=O)C1=C(N=C(S1)C=1OC(=NN1)C(C)(C)O)C(=O)N(CC)CC (S)-5-(2,3-dichloro-4-(N-(1,1,1-trifluoropropan-2-yl)sulfamoyl)phenyl)-N,N-bisEthyl-2-(5-(2-hydroxypropan-2-yl)-1,3,4-oxadiazol-2-yl)thiazole-4-carboxamide